BrC=1C(=NC=CN1)CC1(CCN(CC1)C(=O)OC(C)(C)C)C(=O)OCC l-O-tert-butyl 4-O-ethyl 4-[(3-bromopyrazin-2-yl)methyl]piperidine-1,4-dicarboxylate